bis(2-ethylhexyl)-[(1,2,4-triazol-1-yl)methyl]amine C(C)C(CN(CN1N=CN=C1)CC(CCCC)CC)CCCC